C(#N)C1=CC(=C(C(=C1)F)N1CCN(CC1)CC1=CN=C(N1C)NC(=O)NCC)F 1-(5-((4-(4-cyano-2,6-difluorophenyl)piperazin-1-yl)methyl)-1-methyl-1H-imidazol-2-yl)-3-ethylurea